C(C1=CC=CC=C1)NC(CC1CCN(CC1)C(=O)[C@H](CC(C)C)N1C([C@@H](NCC1)CC(C)C)=O)=O (S)-1-[(S)-1-{[4-(2-Benzylamino-2-oxoethyl)-1-piperidyl]carbonyl}-3-methylbutyl]-3-isobutyl-2-piperazinone